Hydroxymethyloxyphenyl-decanone helium [He].OCOC(C(CCCCCCCC)=O)C1=CC=CC=C1